C1(=CC=CC2=CC=CC=C12)N=C=S α-Naphthylisothiocyanate